Tert-butyl (s)-4-(4-((3-((3-methoxy-3-oxoprop-1-en-2-yl)amino)-3-oxoprop-1-en-2-yl)carbamoyl)thiazol-2-yl)-2-methylpiperazine-1-carboxylate COC(C(=C)NC(C(=C)NC(=O)C=1N=C(SC1)N1C[C@@H](N(CC1)C(=O)OC(C)(C)C)C)=O)=O